N1C=CC=2CCCCC12 4,5,6,7-Tetrahydro-1H-indole